2-(4-chloro-1-isopropyl-1H-pyrazol-5-yl)-4-((5-(4,4,5,5-tetramethyl-1,3,2-dioxaborolan-2-yl)pyrimidin-2-yl)methyl)-6,7-dihydropyrazolo[1,5-a]pyrimidin-5(4H)-one ClC=1C=NN(C1C1=NN2C(N(C(CC2)=O)CC2=NC=C(C=N2)B2OC(C(O2)(C)C)(C)C)=C1)C(C)C